OC1CCC(CC1)NC(C1=NC(=CC=C1)N1C=NC=C1)=O N-(4-hydroxycyclohexyl)-6-(1H-imidazol-1-yl)picolinamide